tert-butyl-2-(5-(2-bromo-4-fluorophenoxy) pyrimidin-4-yl)-2,6-diazaspiro[3.4]octane-6-carboxylate C(C)(C)(C)OC(=O)N1CC2(CN(C2)C2=NC=NC=C2OC2=C(C=C(C=C2)F)Br)CC1